C(C)(C)(C)OC(=O)N1[C@H](C[C@@H](C1)NC(=O)OC(C)(C)C)C(=O)O (2R,4S)-1-tert-butoxycarbonyl-4-(tert-butoxycarbonylamino)pyrrolidine-2-carboxylic acid